SC=1C=CC(=C(C1)C=1C(N(N=C(C1OC)C)C)=O)C 4-(5-mercapto-2-methylphenyl)-5-methoxy-2,6-dimethylpyridazin-3(2H)-one